CC1=C(N=CS1)C(=O)NC1=NN(C2=CC=CC=C12)CC1=CC=C(C=C1)C(F)(F)F 5-methyl-N-(1-(4-(trifluoromethyl)benzyl)-1H-indazol-3-yl)thiazole-4-carboxamide